BrC=1C(=C(C(=O)NCC2=CC=C(C=C2)OC)C(=CC1)OC)C 3-bromo-6-methoxy-N-(4-methoxybenzyl)-2-methylbenzamide